2-[4-(2-hydroxyethyl)piperazin-1-yl]-ethanesulfonic acid OCCN1CCN(CC1)CCS(=O)(=O)O